OC1=C(C=CC=C1)C1=CC=CC(=C1)O 2,5'-dihydroxybiphenyl